6-(4-fluorophenyl)-N-(1-(4-fluorophenyl)ethyl)-4-hydroxy-1-(2-morpholinoethyl)-2-oxo-1,2-dihydro-1,8-naphthyridine-3-carboxamide FC1=CC=C(C=C1)C=1C=C2C(=C(C(N(C2=NC1)CCN1CCOCC1)=O)C(=O)NC(C)C1=CC=C(C=C1)F)O